5-(octadecan-2-yl)-1,2,3-oxadiazol-4(5H)-one CC(CCCCCCCCCCCCCCCC)C1C(N=NO1)=O